1-(4-(3-((1r,3R,5S,7r)-3,5-dimethyladamantan-1-yl)ureido)-3-fluorobenzoyl)-N,N-diethylpiperidine-4-carboxamide C[C@]12CC3(CC(C[C@@](C1)(C3)C)C2)NC(NC2=C(C=C(C(=O)N3CCC(CC3)C(=O)N(CC)CC)C=C2)F)=O